Benzyl (S)-4-(2-chloro-7-ethoxy-5,6-dihydroquinazolin-4-yl)-2-(cyanomethyl)piperazine-1-carboxylate ClC1=NC=2C=C(CCC2C(=N1)N1C[C@@H](N(CC1)C(=O)OCC1=CC=CC=C1)CC#N)OCC